2-(6-(1,4-dimethyl-1H-1,2,3-triazol-5-yl)-1-methyl-4-(4,4,4-trifluoro-1-(3-methylpyridin-2-yl)butyl)-1,4-dihydropyrazolo[3',4':4,5]Pyrrolo[3,2-b]Pyridin-3-yl)Propan-2-ol CN1N=NC(=C1C=1C=C2C(=NC1)C1=C(N2C(CCC(F)(F)F)C2=NC=CC=C2C)C(=NN1C)C(C)(C)O)C